ClC1=CC=C(C=C1)C1=C(C(=NN1C1=C(C=C(C=C1)Cl)Cl)C(=O)NC1=CC=C(C=C1)C(NC=1OC(=NN1)C(F)(F)F)=O)C 5-(4-Chlorophenyl)-1-(2,4-dichlorophenyl)-4-methyl-N-(4-((5-(trifluoromethyl)-1,3,4-oxadiazole-2-yl)carbamoyl)phenyl)-1H-pyrazole-3-carboxamide